perfluorodecyl-tripropoxysilane FC(C(C(F)(F)F)(F)F)(O[Si](OC(C(C(F)(F)F)(F)F)(F)F)(OC(C(C(F)(F)F)(F)F)(F)F)C(C(C(C(C(C(C(C(C(C(F)(F)F)(F)F)(F)F)(F)F)(F)F)(F)F)(F)F)(F)F)(F)F)(F)F)F